1,1,1,3,3,3-hexafluoropropan-2-yl (perfluorophenyl) carbonate C(OC(C(F)(F)F)C(F)(F)F)(OC1=C(C(=C(C(=C1F)F)F)F)F)=O